[N+](=O)([O-])[O-].[N+](=O)([O-])[O-].[N+](=O)([O-])[O-].[Pd+3] palladium trinitrate